2-methyl-1,4,4a,9a-tetrahydroanthraquinone CC=1CC2C(C3=CC=CC=C3C(C2CC1)=O)=O